CN1N=C(C(=C1)C(=O)NC1=CC2=C(C=N1)C=C(N2)C2=NC(=NC=C2)O[C@H](C(F)(F)F)C)C (S)-1,3-dimethyl-N-(2-(2-(1,1,1-trifluoropropan-2-yloxy)pyrimidin-4-yl)-1H-pyrrolo[3,2-c]pyridin-6-yl)-1H-pyrazole-4-carboxamide